tert-butyl 4-(4-((5-azido-7-(butylamino)-2H-pyrazolo[4,3-d]pyrimidin-2-yl)methyl)-3-methoxyphenyl)-1,4-diazepane-1-carboxylate N(=[N+]=[N-])C=1N=C(C=2C(N1)=CN(N2)CC2=C(C=C(C=C2)N2CCN(CCC2)C(=O)OC(C)(C)C)OC)NCCCC